rac-(1R,2R,3S,4S)-3-(tert-butoxycarbonylamino)bicyclo[2.2.1]heptane C(C)(C)(C)OC(=O)N[C@H]1C[C@@H]2CC[C@H]1C2 |r|